(S)-N-(3-((1,4-dioxan-2-yl)methoxy)-1-methyl-1H-indazol-6-yl)-3-aminopicolinamide O1[C@@H](COCC1)COC1=NN(C2=CC(=CC=C12)NC(C1=NC=CC=C1N)=O)C